C(C1=CC=CC=C1)(=O)OC1(CC(C1)O)C(F)F 1-(difluoromethyl)-3-hydroxycyclobutyl benzoate